2-propylheptyl 9-formylnonanoate C(=O)CCCCCCCCC(=O)OCC(CCCCC)CCC